FC(CC1=CC=CC(=N1)C(=O)O)(F)F.CS(=O)(=O)N1CCN(CC1)C(C)C=1C=CN2C=CC(=CC12)C(=O)N (1-(4-(methylsulfonyl)piperazin-1-yl)ethyl)indolizine-7-carboxamide 6-(2,2,2-trifluoroethyl)picolinate